ClC1=CC=C(C=C1)CCNC=1C=CC(=C(C(=O)O)C1)O 5-[2-(4-chloro-phenyl)-ethylamino]-2-hydroxy-benzoic acid